(R)-4-((1-(3-(1,1-difluoro-2-hydroxyethyl)-2-fluorophenyl)ethyl)amino)-6-(3,6-dihydro-2H-pyran-4-yl)-2-methylpyrido[2,3-d]pyrimidin-7(8H)-one FC(CO)(F)C=1C(=C(C=CC1)[C@@H](C)NC=1C2=C(N=C(N1)C)NC(C(=C2)C=2CCOCC2)=O)F